1,4-bis(aminomethyl)cyclohexane NCC1CCC(CC1)CN